C1(C=CC(N1C1=CC=C(C=C1)C(=O)C1=CC=C(C=C1)N1C(C=CC1=O)=O)=O)=O Bis(4-maleimidophenyl) keton